3-(2,3-Dimethylcyclohexyl)amino-2-methylpropan CC1C(CCCC1C)NCC(C)C